allyloxynonyl-phenol C(C=C)OCCCCCCCCCC1=C(C=CC=C1)O